C(C)(C)(C)O[2H] tert-butanol-d